(S)-2-methyl-1-(n-propyl)piperazine hydrochloride Cl.C[C@@H]1N(CCNC1)CCC